bis(ethylcyclopentadienyl)yttrium chloride [Cl-].C(C)C1(C=CC=C1)[Y+]C1(C=CC=C1)CC